C(C)C(COC(CCCCC(CN(CCCSSCCN1CCN(CC1)CCOC(CCCCN(CC(CCCCCCC(=O)OCCC(C)C)O)CC(CCCCCCC(=O)OCCC(C)C)O)=O)CC(CCCCC(OCC(CC)CC)=O)O)O)=O)CC Diisopentyl 9,9'-((5-(2-(4-(2-((3-(bis(7-(2-ethylbutoxy)-2-hydroxy-7-oxoheptyl)amino)-propyl)disulfaneyl)ethyl)piperazin-1-yl)ethoxy)-5-oxopentyl)azanediyl)bis(8-hydroxynonanoate)